α,α'-bisbromoxylene BrCC=1C(=CC=CC1)CBr